(R)-2-((3,3-difluoro-4-methylpiperidin-1-yl)methyl)-6-(3-(1-(4-methyl-4H-1,2,4-triazol-3-yl)cyclobutyl)phenyl)-4-(trifluoromethyl)-1,6-dihydro-7H-pyrrolo[2,3-c]pyridin-7-one FC1(CN(CC[C@H]1C)CC1=CC2=C(C(N(C=C2C(F)(F)F)C2=CC(=CC=C2)C2(CCC2)C2=NN=CN2C)=O)N1)F